(2S,3S,4R,5R)-N-cyclopropyl-3,4-dihydroxyl-5-(2-(5-methylpyridin-3-yl)-6-((pyridin-2-ylmethyl)amino)-9H-purin-9-yl)tetrahydrofuran-2-formamide C1(CC1)NC(=O)[C@H]1O[C@H]([C@@H]([C@@H]1O)O)N1C2=NC(=NC(=C2N=C1)NCC1=NC=CC=C1)C=1C=NC=C(C1)C